N[C@@]1(CC(CCC1)(C)C)COC=1C=C(C=C(C1C#N)SC)C1=CN=C2N1C(=CC=C2)C#N (S)-3-(3-((1-Amino-3,3-dimethylcyclohexyl)methoxy)-4-cyano-5-(methylthio)phenyl)imidazo[1,2-a]pyridine-5-carbonitrile